BrC1=CC=C(C(=O)C2=CC(=C(C=C2)OC)C)C=C1 4-bromo-4'-methoxy-3'-methylbenzophenone